tert-butyl 4-[4-bromo-3-[[4-(4-ethoxycarbonylphenyl)piperazin-1-yl]methyl]benzoyl]piperazine-1-carboxylate BrC1=C(C=C(C(=O)N2CCN(CC2)C(=O)OC(C)(C)C)C=C1)CN1CCN(CC1)C1=CC=C(C=C1)C(=O)OCC